3-(tert-butoxycarbonylamino)butyl methanesulfonate CS(=O)(=O)OCCC(C)NC(=O)OC(C)(C)C